BrC=1C=CC(=NC1)O[C@@H]1C[C@@H]2CN([C@H]1C2)C(=O)C2=C(C=C(C=C2)F)C2=NC=CC=N2 ((1S,4R,6R)-6-((5-bromopyridin-2-yl)oxy)-2-azabicyclo[2.2.1]heptan-2-yl)(4-fluoro-2-(pyrimidin-2-yl)phenyl)methanone